ClC=1C=C(CN2CC=3C(N(C=4N(C3CC2)C=CN4)CC4=CC=C(C=C4)C(F)(F)F)=O)C=CC1 7-(3-chlorobenzyl)-4-(4-trifluoromethylbenzyl)-6,7,8,9-tetrahydroimidazo[1,2-a]pyrido[3,4-e]pyrimidin-5(4H)-one